5-(6-methylpyrimidin-4-yl)-1H-pyrazole-3-carboxylic acid CC1=CC(=NC=N1)C1=CC(=NN1)C(=O)O